(E)-6-(6-ethoxypyridin-3-yl)-N'-((1-ethyl-1H-pyrazol-5-yl)methylene)pyrazine-2-carbohydrazide C(C)OC1=CC=C(C=N1)C1=CN=CC(=N1)C(=O)N/N=C/C1=CC=NN1CC